C(C)(C)(C)C=1C(=C(C=C(C1)C(C)(C)C)C1=C(C=CC=2NN=NC21)Cl)O (3',5'-di-tert-butyl-2'-hydroxyphenyl)-5-chlorobenzotriazole